C12CC3(CC(CC(C1)C3)C2)NC(=O)NCCCCCCCC(=O)O 8-{[(tricyclo[3.3.1.13,7]dec-3-ylamino)carbonyl]amino}octanoic acid